Bis(mercaptomethylthio)but-2-yne SCSC(C#CC)SCS